(3S,4R)-4-(5-(tert-butyl)-3-((7-chloro-6-((6-cyclopropylimidazo[1,5-a]pyrimidin-3-yl)oxy)-1-methyl-1H-imidazo[4,5-b]pyridin-2-yl)amino)-1H-pyrazol-1-yl)tetrahydrofuran-3-ol C(C)(C)(C)C1=CC(=NN1[C@H]1[C@@H](COC1)O)NC=1N(C=2C(=NC=C(C2Cl)OC=2C=NC=3N(C2)C(=NC3)C3CC3)N1)C